The molecule is an imidazobenzodiazepine that is 4H-imidazo[1,5-a][1,4]benzodiazepine which is substituted by a methyl, 2-fluorophenyl and chloro groups at positions 1, 6 and 8, respectively. It has a role as a GABAA receptor agonist, an anticonvulsant, an anxiolytic drug, an apoptosis inducer, an antineoplastic agent, a muscle relaxant, a sedative, a general anaesthetic and a central nervous system depressant. It is an organochlorine compound, an imidazobenzodiazepine and a member of monofluorobenzenes. CC1=NC=C2N1C3=C(C=C(C=C3)Cl)C(=NC2)C4=CC=CC=C4F